FC(CN(C(OCC)=O)CC=O)=C ethyl (2-fluoroallyl)(2-oxoethyl)carbamate